N[C@@H](COC1=NC(=NC(=C1C)C1=C(C=CC=C1)C(C)C)NS(=O)(=O)C=1C=C(C(=O)O)C=CC1)CC(C)(C)C 3-[[4-[(2R)-2-Amino-4,4-dimethyl-pentoxy]-6-(2-isopropylphenyl)-5-methyl-pyrimidin-2-yl]sulfamoyl]benzoic acid